5-(imidazo[1,2-a]pyridin-6-yl)-N-(2-methyl-2-azaspiro[3.3]heptan-6-yl)pyrrolo[2,1-f][1,2,4]triazin-2-amine N=1C=CN2C1C=CC(=C2)C=2C=CN1N=C(N=CC12)NC1CC2(CN(C2)C)C1